sodium hydroxyethylidene (hydroxy ethylidene) bisphosphonate P1(OC(CO)OP(OC(CO)O1)=O)=O.[Na]